ClC1=NC(=CC(=N1)C(=O)OC)N1[C@@H](COCC1)C methyl (R)-2-chloro-6-(3-methylmorpholino)pyrimidine-4-carboxylate